5-oxo-9-(trifluoromethyl)-1,2,4,5-tetrahydroimidazo[1,2-a]quinazoline O=C1NC=2N(C3=C(C=CC=C13)C(F)(F)F)CCN2